3,5-dimethyl-2-aminophenol hydrochloride Cl.CC=1C(=C(C=C(C1)C)O)N